N-(1-cyclobutyl-1H-pyrazol-4-yl)-2-(1-methyl-1H-pyrazol-4-yl)-1,3-thiazole-4-carboxamide C1(CCC1)N1N=CC(=C1)NC(=O)C=1N=C(SC1)C=1C=NN(C1)C